ClC1=C(C=CC=C1Cl)S(=O)(=O)N1C2CN(CC1CC2)C(=O)C2=CN=NN2 {8-[(2,3-dichlorophenyl)sulfonyl]-3,8-diazabicyclo[3.2.1]oct-3-yl}(1H-1,2,3-triazol-5-yl)methanone